BrC1C2=C(C=3N(CC1)N=NC3C)C=CC(=C2)Cl 7-bromo-9-chloro-1-methyl-6,7-dihydro-5H-benzo[c][1,2,3]triazolo[1,5-a]azepine